6-[1-[[2-chloro-4-[5-(difluoromethyl)-1,3,4-oxadiazol-2-yl]phenyl]methyl]triazol-4-yl]-N-methylquinazolin-2-amine ClC1=C(C=CC(=C1)C=1OC(=NN1)C(F)F)CN1N=NC(=C1)C=1C=C2C=NC(=NC2=CC1)NC